[Cl-].[In+3].[Li+].[Cl-].[Cl-].[Cl-] lithium indium chloride